N12CCCN(CC1)C2C2=CC=CC(=N2)C2=C(C(=CC(=C2)C(C)(C)C)C(C)(C)C)O 2-(6-(1,5-diazabicyclo[3.2.1]octan-8-yl)pyridin-2-yl)-4,6-di-tert-butylphenol